N-(2-fluoro-5-(trifluoromethoxy)benzylidene)-2-methylpropan-2-sulfinamide FC1=C(C=NS(=O)C(C)(C)C)C=C(C=C1)OC(F)(F)F